(S)-3-Methyl-4-(5-(7-(pyrrolidin-1-yl)-6,7,8,9-tetrahydro-5H-benzo[7]annulen-2-yl)-1H-pyrazolo[3,4-b]pyridin-3-yl)benzamide CC=1C=C(C(=O)N)C=CC1C1=NNC2=NC=C(C=C21)C=2C=CC1=C(CC[C@H](CC1)N1CCCC1)C2